FC=1C=C(OC2=CC=C(C=C2)NC(OCC=2C(=C3C(N(CC3=CC2)C2C(NC(CC2)=O)=O)=O)OC2CCC(CC2)O)=O)C=CC1F [2-(2,6-dioxopiperidin-3-yl)-3-oxo-4-{[(1s,4s)-4-hydroxycyclohexyl]oxy}-2,3-dihydro-1H-isoindol-5-yl]methyl N-[4-(3,4-difluorophenoxy)phenyl]carbamate